CN(C(CCC(=O)NC1CCC(CC1)N1C(C=C(C2=C1N=C(N=C2)NC2=CC=C(C=C2)N2CCN(CC2)C)C#C[Si](C(C)C)(C(C)C)C(C)C)=O)=O)C N,N-Dimethyl-N'-[(1s,4s)-4-(2-{[4-(4-methylpiperazin-1-yl)phenyl]amino}-7-oxo-5-[2-(triisopropylsilyl)ethynyl]pyrido[2,3-d]pyrimidin-8-yl)cyclohexyl]succinamide